N-(2,6-dioxo-3-piperidyl)-3-fluoro-5-[9-[4-(4-nitrophenyl)piperazin-1-yl]-3-azaspiro[5.5]undecan-3-yl]pyridine-2-carboxamide (3-methyltetrahydrofuran-3-yl)methyl-methanesulfonate CC1(COCC1)CCS(=O)(=O)O.O=C1NC(CCC1NC(=O)C1=NC=C(C=C1F)N1CCC2(CC1)CCC(CC2)N2CCN(CC2)C2=CC=C(C=C2)[N+](=O)[O-])=O